OC(CCCCCC(=O)O)CCCCCCCCCCC 7-Hydroxy-octadecanoic acid